FC1=C(C(=O)N2CCN(CC2)C2=NC=C(C#N)C=C2)C=C(C=C1)CC1=NNC(C2=C1N=CC=C2)=O 6-(4-(2-Fluoro-5-((5-oxo-5,6-dihydropyrido[2,3-d]pyridazin-8-yl)methyl)benzoyl)piperazin-1-yl)nicotinonitrile